(3R)-N-[(1R)-1-(cycloheptylmethyl)-2-methylpropyl]-7-hydroxy-1,2,3,4-tetrahydroisoquinoline-3-carboxamide C1(CCCCCC1)C[C@H](C(C)C)NC(=O)[C@@H]1NCC2=CC(=CC=C2C1)O